ClC1=CC(=NC(=C1)C1=CC=C(C=C1)OC)C1=CN=C(S1)N1CCOCC1 4-(5-(4-chloro-6-(4-methoxyphenyl)pyridin-2-yl)thiazol-2-yl)morpholine